5-Methyl-4-(2-methylprop-1-en-1-yl)-2-(piperazin-1-yl)benzonitrile CC=1C(=CC(=C(C#N)C1)N1CCNCC1)C=C(C)C